2-Bromo-10-fluoro-3-phenyl-5H-imidazo[1,2-c]pyrido[4,3-e][1,3]oxazine BrC=1N=C2N(COC3=C2C(=CN=C3)F)C1C1=CC=CC=C1